C(CCC\C=C\CCCCCCCCCCCCCCCC)(=O)N (E)-docosa-5-enamide